(R)-(1-(4-((1-(3,4,5-trimethoxyphenyl)-1H-imidazol-4-yl)amino)furo[3,2-D]pyrimidin-2-yl)pyrrolidin-3-yl)methanol COC=1C=C(C=C(C1OC)OC)N1C=NC(=C1)NC=1C2=C(N=C(N1)N1C[C@@H](CC1)CO)C=CO2